tripropoxytitanium ethylacetoacetate C(C)OC(CC(=O)C)=O.C(CC)O[Ti](OCCC)OCCC